COC=1C=C(CC=2C(=NC(=NC2)N)N)C=CC1OCC1=CC=C(C=C1)OC 5-(3-Methoxy-4-((4-methoxybenzyl)oxy)benzyl)pyrimidine-2,4-diamine